FC=1C(=C(C=CC1F)[C@H]1[C@H](OC([C@@H]1C)(C)C)C(=O)NC1=CC(=NC=C1)C(=O)N)OC |r| rac-(2S-3S-4R)-4-[[3-(3,4-difluoro-2-methoxy-phenyl)-4,5,5-trimethyl-tetrahydrofuran-2-carbonyl]amino]pyridine-2-carboxamide